C(N)(=O)C1=C(C=NC(=C1)Cl)NC(=O)C1CCN(CC1)C(=O)OC(C)(C)C tert-Butyl 4-[(4-carbamoyl-6-chloropyridin-3-yl)carbamoyl]piperidine-1-carboxylate